1-(4-(2,6-dioxopiperidin-3-yl)-3,5-difluorophenyl)azetidin-3-yl(2-(methylthio)ethyl)carbamate O=C1NC(CCC1C1=C(C=C(C=C1F)N1CC(C1)N(C([O-])=O)CCSC)F)=O